3-Cyano-N-(3-(1-(difluoromethyl)-1H-pyrazol-4-yl)-1H-indazol-5-yl)-2-(trifluoromethyl)benzamide C(#N)C=1C(=C(C(=O)NC=2C=C3C(=NNC3=CC2)C=2C=NN(C2)C(F)F)C=CC1)C(F)(F)F